cis-β-guaiene C[C@H]1CCC(=C(C)C)CC2=C1CC[C@@H]2C